C(=CCCCCCC)C(C(=O)O)CC(=O)O octenyl-succinic acid